cyanomethyl 2-((tert-butoxycarbonyl) (2-(tert-butyldisulfanyl)ethyl)amino)acetate C(C)(C)(C)OC(=O)N(CC(=O)OCC#N)CCSSC(C)(C)C